2-((2-((6-methoxy-2-methyl-1,2,3,4-tetrahydroisoquinolin-7-yl)amino)-7H-pyrrolo[2,3-d]pyrimidin-4-yl)amino)-N,N-dipropylbenzenesulfonamide COC=1C=C2CCN(CC2=CC1NC=1N=C(C2=C(N1)NC=C2)NC2=C(C=CC=C2)S(=O)(=O)N(CCC)CCC)C